[6-(3-cyclopropyl-1,2,4-triazol-1-yl)-2-azaspiro[3.3]heptan-2-yl]-[3-[3,5-difluoro-4-(trifluoromethoxy)phenyl]azetidin-1-yl]methanone C1(CC1)C1=NN(C=N1)C1CC2(CN(C2)C(=O)N2CC(C2)C2=CC(=C(C(=C2)F)OC(F)(F)F)F)C1